1-(Benzo[d][1,2,3]thiadiazol-7-yl)-N-(5-chloro-6-(1-methyl-1H-pyrazol-3-yl)pyridin-3-yl)-5-(trifluoromethyl)-1H-pyrazol-4-carboxamid S1N=NC2=C1C(=CC=C2)N2N=CC(=C2C(F)(F)F)C(=O)NC=2C=NC(=C(C2)Cl)C2=NN(C=C2)C